C(#N)C=1C=NC(=NC1)C12CC(CC(N1C(=O)NC1=CC(=C(C=C1)C)C1=NC=C(C=N1)F)C2)C cis-1-(5-cyanopyrimidin-2-yl)-N-(3-(5-fluoropyrimidin-2-yl)-4-methylphenyl)-3-methyl-6-azabicyclo[3.1.1]heptane-6-carboxamide